(3-(3-((2,6-dioxopiperidin-3-yl)carbamoyl)-2-fluorophenyl)allyl)picolinamide O=C1NC(CCC1NC(=O)C=1C(=C(C=CC1)C=CCC=1C(=NC=CC1)C(=O)N)F)=O